chloro-[1,1'-biphenyl]-4-carbonitrile ClC1=C(C=CC(=C1)C#N)C1=CC=CC=C1